C(=O)(OC(C)(C)C)NCCN mono-Bocethylenediamine